N-(4-isocyano-2-phenoxyphenyl)methanesulfonamide [N+](#[C-])C1=CC(=C(C=C1)NS(=O)(=O)C)OC1=CC=CC=C1